FC(C1=C(C=CC(=C1)C(F)(F)F)Cl)(F)F 2,4-bistrifluoromethyl-chlorobenzene